CC(CC(C(=O)O)C(=O)O)CCCCCCC 2-(2-methylnonyl)malonic acid